[C@@H]1(CCCC2=CC=CC=C12)NC(=O)C(=O)N ((S)-1,2,3,4-tetrahydronaphthalen-1-yl)oxamide